Ammonium Acryloyl-Dimethyl-Taurine C(C=C)(=O)C(N(C)C)CS(=O)(=O)O.[NH4+]